ClC=1C=C(C=C(C1)C(F)(F)F)CNC1CN(C1)C(=O)N1C[C@H](CC1)N1N=NN=C1 [3-[[3-Chloro-5-(trifluoromethyl)phenyl]methylamino]azetidin-1-yl]-[(3S)-3-(tetrazol-1-yl)pyrrolidin-1-yl]methanone